N'-(2,2-diethyl-4-oxo-chroman-6-carbonyl)-1-isopropyl-benzotriazole-5-carbohydrazide C(C)C1(OC2=CC=C(C=C2C(C1)=O)C(=O)NNC(=O)C1=CC2=C(N(N=N2)C(C)C)C=C1)CC